[Br-].C(CCC)N1C(N(C=C1)C)C 1-butyl-2,3-dimethylimidazole bromide salt